Monobenzylamide C(C1=CC=CC=C1)[NH-]